1-bromo-4,5-dichloro-2-methoxybenzene BrC1=C(C=C(C(=C1)Cl)Cl)OC